N-benzyl-N'-p-toluenesulfonylurea C(C1=CC=CC=C1)NC(=O)NS(=O)(=O)C1=CC=C(C)C=C1